C12C3C(C(C3C(C(C1C(=O)O)C(=O)O)C=C2)C(=O)O)C(=O)O tricyclo[4.2.2.0(2,5)]dec-9-ene-3,4,7,8-tetracarboxylic acid